6-Fluoro-1-(6-fluoro-3-(4-(pyrimidin-2-yl)piperazine-1-carbonyl)benzyl)quinazoline-2,4(1H,3H)-dione FC=1C=C2C(NC(N(C2=CC1)CC1=CC(=CC=C1F)C(=O)N1CCN(CC1)C1=NC=CC=N1)=O)=O